((2R,3S,4S,5R,6R)-3,4,5-tris(benzyloxy)-6-((benzyloxy)methyl)tetrahydro-2H-pyran-2-yl)methanol C(C1=CC=CC=C1)O[C@H]1[C@H](O[C@@H]([C@H]([C@H]1OCC1=CC=CC=C1)OCC1=CC=CC=C1)COCC1=CC=CC=C1)CO